tert-Butyl 4-hydroxyphenylacetate OC1=CC=C(C=C1)CC(=O)OC(C)(C)C